C1N(CCC2=CC=CC=C12)C1CCCN(CC1)C1=NC=NC(=C1)NC1=CC(=CC=C1)F trans-5-(3,4-Dihydroisoquinolin-2(1H)-yl)-1-(6-((3-fluorophenyl)amino)pyrimidin-4-yl)azepan